S1C(=NC2=C1C=CC=C2)OC2=C(C=C(C=C2)C(C(F)(F)F)O)Cl 1-[4-(1,3-benzothiazol-2-yloxy)-3-chlorophenyl]-2,2,2-trifluoroethanol